tert-butylmethyl(3-(3-oxo-7-((4-(4-(trifluoromethyl) piperidin-1-yl)phenyl)amino)-2,3-dihydro-4H-benzo[b][1,4]oxazin-4-yl)propyl)carbamate C(C)(C)(C)OC(N(CCCN1C2=C(OCC1=O)C=C(C=C2)NC2=CC=C(C=C2)N2CCC(CC2)C(F)(F)F)C)=O